3-(5-(1-((2-(4-chlorophenyl)-5-methyloxazol-4-yl)methyl)piperidin-4-yl)-1-oxoisoindolin-2-yl)piperidine-2,6-dione ClC1=CC=C(C=C1)C=1OC(=C(N1)CN1CCC(CC1)C=1C=C2CN(C(C2=CC1)=O)C1C(NC(CC1)=O)=O)C